3a-hydroxy-1-(3-methoxyphenyl)-1H,2H,3H,3aH,4H-pyrrolo[2,3-b]1,7-naphthyridin-4-one OC12C(=NC3=CN=CC=C3C1=O)N(CC2)C2=CC(=CC=C2)OC